C(C1=CC=CC=C1)NS(=O)(=O)C1=CC(=CC=C1)B(O)O N-BENZYL-3-BORONOBENZENESULFONAMIDE